CC1(C(C=C(CC1)C)(C)C)C(=O)O 1,2,2,4-tetramethylcyclohex-3-enecarboxylic acid